ClC12C(OC3=C1C=C(C(=C3)C)C)(C3=CC=CC=C3C2=O)O 9b-chloro-4b-hydroxy-7,8-dimethyl-4b,9b-dihydro-10H-indeno[1,2-b]benzofuran-10-one